2-(difluoromethoxy)-N-[(1R,2S)-2-fluorocyclopropyl]-4-[7-(1-hydroxy-1-methyl-ethyl)imidazo[1,2-a]pyridin-3-yl]-6-methoxybenzamide FC(OC1=C(C(=O)N[C@H]2[C@H](C2)F)C(=CC(=C1)C1=CN=C2N1C=CC(=C2)C(C)(C)O)OC)F